1,3-dimethylguanidine hydrochloride Cl.CNC(=N)NC